ClC1=CC=C(C=C1)[C@H](C(=O)N1CC2COCC(C1)N2C=2C1=C(N=CN2)N(C=C1)CO)CNC(C)C (2S)-2-(4-chlorophenyl)-1-(9-(7-(hydroxymethyl)-7H-pyrrolo[2,3-d]pyrimidin-4-yl)-3-oxa-7,9-diazabicyclo[3.3.1]nonan-7-yl)-3-(isopropylamino)propan-1-one